1-methyl-butanethiol CC(CCC)S